CC1C(CC(CC1)=C(C)C)SC(C(=O)O)C 2-((2-methyl-5-(propan-2-ylidene)cyclohexyl)thio)propanoic acid